FC=1C=C(OCC2=CC=C(C=C2)C=2N=C(N3C2C=NC=C3)[C@H]3N(CCCC3)C(C#CC)=O)C=CC1F (S)-1-(2-(1-(4-((3,4-difluorophenoxy)methyl)phenyl)imidazo[1,5-a]pyrazin-3-yl)piperidin-1-yl)but-2-yn-1-one